C(OCC(=CBr)Br)(OCC(=CBr)Br)=O bis(2,3-dibromo-2-propenyl) carbonate